3,3'-((1,2-dithiane-4,5-diyl)bis(oxy))bis(N-hydroxypropanamide) S1SCC(C(C1)OCCC(=O)NO)OCCC(=O)NO